3-(3,5-dimethyl-1,2-oxazol-4-yl)propanol CC1=NOC(=C1CCCO)C